ClC=1C=C(CN2N=NC3=C2N=C(NC3=O)CC)C=C(C1C(C1=CC=C(C=C1)Cl)=O)Cl 3-(3,5-dichloro-4-(4-chlorobenzoyl)benzyl)-5-ethyl-3,6-dihydro-7H-[1,2,3]triazolo[4,5-D]pyrimidin-7-one